[N+](=O)([O-])C1=CC=C(C=C1)C(C)(C)OO 2-(4-nitrophenyl)-2-propyl hydroperoxide